C(C)(C)(C)OC(=O)N1[C@@H](COCC1)C1=C2CCN(CC2=CC(=C1)Cl)C(C)=O (R)-3-(2-acetyl-7-chloro-1,2,3,4-tetrahydroisoquinolin-5-yl)morpholine-4-carboxylic acid tert-butyl ester